1-(3-(4-ethylpiperazine-1-carbonyl)phenyl)-3-(4-(4-fluoro-2-methoxyphenyl)pyridin-2-yl)urea C(C)N1CCN(CC1)C(=O)C=1C=C(C=CC1)NC(=O)NC1=NC=CC(=C1)C1=C(C=C(C=C1)F)OC